C(C)(C)(C)OC(=O)NC1=C2C(C(N(C2=CC=C1)C=1C(=NC(=CC1)OCC1=CC=CC=C1)OCC1=CC=CC=C1)=O)=CC(=O)OC(C)(C)C tert-butyl 2-[4-(tert-butoxycarbonylamino)-1-(2,6-dibenzyloxy-3-pyridyl)-2-oxo-indolin-3-ylidene]acetate